(R)-N2-(2-methoxy-4-(methylsulfonyl)phenyl)-N4-(tetrahydrofuran-3-yl)-7H-pyrrolo[2,3-d]pyrimidine-2,4-diamine COC1=C(C=CC(=C1)S(=O)(=O)C)NC=1N=C(C2=C(N1)NC=C2)N[C@H]2COCC2